S(=O)(=O)(O)CCCN1S(=O)(=O)C2=CC=CC=C2C1=O N-(3-sulfopropyl)-saccharin